ClC1=CC=C(OC2=CC=C(\C=C/3\C(=C(C4=CC(=CC=C34)F)CC(=O)O)C)C=C2)C=C1 (Z)-2-(1-(4-(4-chlorophenoxy)benzylidene)-5-fluoro-2-methyl-1H-inden-3-yl)acetic acid